(3S,4S)-8-(2-((2-chloro-3-(pyrimidine-5-yl)phenyl)mercapto)pyrimidine-5-yl)-3-methyl-2-oxa-8-azaspiro[4.5]decane-4-amine ClC1=C(C=CC=C1C=1C=NC=NC1)SC1=NC=C(C=N1)N1CCC2([C@@H]([C@@H](OC2)C)N)CC1